OC1=C(C=CC(=C1)O)C=1N=C(SC1)NC(C(C)C)=O N-[(2,4-Dihydroxyphenyl)thiazol-2-yl]isobutyramide